4-Nitrothiophene [N+](=O)([O-])C=1C=CSC1